5-phenyl-2-norbornene C1(=CC=CC=C1)C1C2C=CC(C1)C2